C(C=C)C1=C(S(=O)(=O)O)C=CC(=C1)N.[Na] sodium allylsulfanilic acid